COC(=O)C1=CC=C2CCC3(OC2=C1C(=O)OC)CNC3 Spiro[azetidine-3,2'-chroman]-7',8'-dicarboxylic acid dimethyl ester